O=S1(NC2=C(C1CCC#N)C=CC=C2)=O 3-(2,2-dioxo-1,3-dihydro-2,1-benzothiazol-3-yl)propionitrile